C1N(CCC2=CC=CC=C12)C[C@H](CN1C(C2=CC=C(C=C2CC1)OC1CNCC1)=O)O 2-[(2R)-3-(3,4-dihydro-1H-isoquinolin-2-yl)-2-hydroxy-propyl]-6-pyrrolidin-3-yloxy-3,4-dihydroisoquinolin-1-one